ClC1=CC=C(C=C1)C(CSC1=NN=C(N1)C1=CC=C(C=C1)CCCCC)=O 1-(4-chlorophenyl)-2-((5-(4-pentylphenyl)-4H-1,2,4-triazol-3-yl)thio)ethan-1-one